1-prop-2-yl-3-[trans-(7RS,9RS)-3-cyclopropyl-5-(2-methylpropylsulfamoyl)-7-(prop-2-ylcarbamoylamino)-8,9-dihydro-7H-cyclopenta[H]isoquinolin-9-yl]urea CC(C)NC(=O)N[C@@H]1C[C@H](C2=CC(=C3C=C(N=CC3=C21)C2CC2)S(NCC(C)C)(=O)=O)NC(NC(C)C)=O |r|